(1S,2R,3S,5S)-2,3-dihydroxyl-N-methyl-4-(6-(((4-methylpyridin-2-yl)methyl)amino)-2-(5-methylpyridin-3-yl)-9H-purin-9-yl)bicyclo[3.1.0]hexane-1-formamide O[C@@H]1[C@@]2(C[C@@H]2C([C@@H]1O)N1C2=NC(=NC(=C2N=C1)NCC1=NC=CC(=C1)C)C=1C=NC=C(C1)C)C(=O)NC